2-((S)-1-(2-fluoroacryloyl)-4-((R)-7-(3-hydroxynaphthalen-1-yl)-2-(((S)-1-methylpyrrolidin-2-yl)methoxy)-5,6,7,8-tetrahydroquinazolin-4-yl)piperazin-2-yl)acetonitrile FC(C(=O)N1[C@H](CN(CC1)C1=NC(=NC=2C[C@@H](CCC12)C1=CC(=CC2=CC=CC=C12)O)OC[C@H]1N(CCC1)C)CC#N)=C